CC=1C2=CNC=C2C(=CC1)C 4,7-dimethylisoindole